9-((2-(diethylamino)ethyl)amino)-6,7-dimethoxynaphtho[2,3-c]furan-1(3H)-one C(C)N(CCNC1=C2C=C(C(=CC2=CC2=C1C(OC2)=O)OC)OC)CC